CC(CC=1NC2=CC=CC=C2C1)C(CCCCCCCCCCCCC)C 2,3-Dimethylhexadecylindole